2-(17-azido-3,6,9,12,15-pentaoxaheptadecyl)-8-(4-(methylamino)phenyl)chromeno[7,8-d]imidazol-6(3H)-one N(=[N+]=[N-])CCOCCOCCOCCOCCOCCC1=NC2=C(N1)C=CC=1C(C=C(OC12)C1=CC=C(C=C1)NC)=O